5-[2-(cyclopropylmethoxy)-5-ethyl-sulfonylphenyl]-1-methyl-3-(2,2,2-trifluoroethoxy)pyridin-2-one C1(CC1)COC1=C(C=C(C=C1)S(=O)(=O)CC)C=1C=C(C(N(C1)C)=O)OCC(F)(F)F